[Al].[Y].[V] vanadium Yttrium aluminum